C(C1=CC=CC=C1)(=O)OC1C2C3(C2CC1C3B3OC(C(O3)(C)C)(C)C)C3=CC=C(C=C3)OC 1-(4-methoxyphenyl)-7-(4,4,5,5-tetramethyl-1,3,2-dioxaborolan-2-yl)tricyclo[2.2.1.02,6]heptan-3-yl benzoate